O1CCC(=CC1)C=1C2=C(C(=NC1)OC)N=C(S2)NC(C2=CC=CC=C2)=O N-(7-(3,6-dihydro-2H-pyran-4-yl)-4-methoxythiazolo[4,5-c]pyridin-2-yl)benzamide